3-fluorophenyl-propionic acid FC=1C=C(C=CC1)C(C(=O)O)C